4-(2-(bis(2-hydroxyethyl)amino)-6-(bis(2-methoxyethyl)amino)-8-(4-methoxypiperidin-1-yl)pyrimido[5,4-d]pyrimidin-4-yl)-1-methylpiperazine OCCN(C=1N=C(C2=C(N1)C(=NC(=N2)N(CCOC)CCOC)N2CCC(CC2)OC)N2CCN(CC2)C)CCO